8-(3-ethoxy-3-oxo-propyl)-3-fluoro-4-methyl-chromane-4-carboxylic acid C(C)OC(CCC=1C=CC=C2C(C(COC12)F)(C(=O)O)C)=O